C(C)(C)N1N=C(C=C1[C@@H]1C[C@@H](CC1)N1CCOCC1)C=1C=NC=C(C1)C(F)(F)F 4-((1r,3s)-3-(1-isopropyl-3-(5-(trifluoromethyl)pyridin-3-yl)-1H-pyrazol-5-yl)cyclopentyl)morpholine